BrC1=C(C(=C(C(=O)C2=CC=CC=C2)C=C1)N)N bromodiaminobenzophenone